3-methyl-5-(6-(trifluoromethyl)pyridin-3-yl)morpholine CC1NC(COC1)C=1C=NC(=CC1)C(F)(F)F